C-(3-Methoxy-phenyl)-N-[4-(3-pyridin-4-ylmethyl-ureido)-phenyl]-methanesulfonamide COC=1C=C(C=CC1)CS(=O)(=O)NC1=CC=C(C=C1)NC(=O)NCC1=CC=NC=C1